S1C(=NC=C1)C1=CC=C(C2=C1N=C(O2)N2CC1CCC(C2)N1C(=O)OC(C)(C)C)C=1SC=CN1 tert-Butyl 3-(4,7-di(thiazol-2-yl)benzo[d]oxazol-2-yl)-3,8-diazabicyclo[3.2.1]octane-8-carboxylate